Benzoic acid benzyl ester (benzyl benzoate) C(C1=CC=CC=C1)C1=C(C(=O)O)C=CC=C1.C(C1=CC=CC=C1)OC(C1=CC=CC=C1)=O